C(C1=CC=CC=C1)OCC[C@@H](CO)O (S)-4-(benzyloxy)butane-1,2-diol